4-[[4-amino-8-(4-trans-aminocyclohexoxy)-5,5-dimethyl-6H-benzo[h]quinazolin-7-yl]-methyl-amino]butanenitrile NC1=NC=NC=2C3=C(CC(C12)(C)C)C(=C(C=C3)OC3(CCCCC3)N)N(CCCC#N)C